COC(=O)C1=C(C2=C(OC(O2)(C2CCC(CC2)=O)C)C(=C1)Cl)C 7-chloro-2,4-dimethyl-2-(4-oxocyclohexyl)benzo[d][1,3]dioxole-5-carboxylic acid methyl ester